C(C1=CC=CC=C1)OC=1C=C2C=CC(=C(C2=CC1)OC1=CC=C(C=C1)O)C1=CC=C(C=C1)S(=O)(=O)C 4-((6-(benzyloxy)-2-(4-(methylsulfonyl)phenyl)naphthalen-1-yl)oxy)phenol